C(C)OCC1(CN(CC1)C(C(O)C=1C=NC(=CC1)C)C)CCC1=CC=CC=C1 2-(3-(ethoxymethyl)-3-phenethyl-pyrrolidin-1-yl)-1-(6-methylpyridin-3-yl)propan-1-ol